2-methyl-7-((S)-1-methylpyrrolidin-2-yl)-5-carbonyl-1,2,4a,5,6,7-hexaHydro-8-oxa-3,5a,9,12,13c-pentazanaphtho[3,2,1-de]anthracene-3(4H)-carboxylate CC1N(CC2C(N3CC(OC=4N=C5C=CN=CC5=C(C34)N2C1)[C@H]1N(CCC1)C)=C=O)C(=O)[O-]